BrC1=CC(=CC=2N=C3OCC[C@H](N3C21)C)C(=O)NC2=CC=C(C=C2)OC(F)(F)Cl (R)-6-bromo-N-(4-(chlorodifluoromethoxy)phenyl)-4-methyl-3,4-dihydro-2H-benzo[4,5]imidazo[2,1-b][1,3]oxazine-8-carboxamide